(3R,5S)-5-(((4-((1R,5S)-3,8-diazabicyclo[3.2.1]octan-3-yl)-7-(8-chloronaphthalen-1-yl)-8-fluoropyrido[4,3-d]pyrimidin-2-yl)oxy)methyl)-1-methylpyrrolidin-3-yl (4-nitrophenyl) carbonate C(O[C@H]1CN([C@@H](C1)COC=1N=C(C2=C(N1)C(=C(N=C2)C2=CC=CC1=CC=CC(=C21)Cl)F)N2C[C@H]1CC[C@@H](C2)N1)C)(OC1=CC=C(C=C1)[N+](=O)[O-])=O